N-(3-(1-Amino-3-hydroxypropyl)-4-fluorophenyl)-4-cyclopropyl-2-(4-fluoro-2-methylphenoxy)-5-(triFluoromethyl)benzamide NC(CCO)C=1C=C(C=CC1F)NC(C1=C(C=C(C(=C1)C(F)(F)F)C1CC1)OC1=C(C=C(C=C1)F)C)=O